N-(2-(4-(hydroxymethyl)-4-methylpiperidin-1-yl)-5-methylphenyl)-5-(tetrahydro-2H-pyran-4-yl)furan-2-carboxamide OCC1(CCN(CC1)C1=C(C=C(C=C1)C)NC(=O)C=1OC(=CC1)C1CCOCC1)C